ClC=1C=C(C=CC1)[C@@H](CO)NC(=O)NC=1C=NN(C1)C1=NC(=NC=C1)NC1=CC=CC=C1 (S)-1-(1-(3-chlorophenyl)-2-hydroxyethyl)-3-(1-(2-(phenyl-amino)pyrimidin-4-yl)-1H-pyrazol-4-yl)urea